ClC1=NN=C2N1C1=CC=CC=C1C(=N2)N(CC)C2=CC(=CC=C2)C=2C=NC(=CC2)C(F)F chloro-N-[3-[6-(difluoromethyl)-3-pyridyl]phenyl]-N-ethyl-[1,2,4]triazolo[4,3-a]quinazolin-5-amine